CC1=CN=NN1C1=CC=C(C=C1)C=1C=CC(=NC1)NC1=CC2=C(OC[C@H]3N2C(CC3)=O)N=C1 (S)-2-((5-(4-(5-methyl-1H-1,2,3-triazol-1-yl)phenyl)pyridin-2-yl)amino)-6,6a,7,8-tetrahydro-9H-pyrido-[2,3-b]pyrrolo[1,2-d]-[1,4]oxazin-9-one